ClC=1C(=NC(=NC1)NC1=CC2=C(B(OC2)O)C(=C1)C(F)(F)F)NC1CCCC1 5-((5-chloro-4-(cyclopentylamino)pyrimidin-2-yl)amino)-7-(trifluoromethyl)benzo[c][1,2]oxaborol-1(3H)-ol